4-Benzyl-2-(6-methylpyridin-2-yl)morpholin-5,5-d2 C(C1=CC=CC=C1)N1CC(OCC1([2H])[2H])C1=NC(=CC=C1)C